tert-butyl 5-(chloromethyl)-3',6'-dihydro-[2,4'-bipyridine]-1'(2'H)-carboxylate ClCC=1C=CC(=NC1)C=1CCN(CC1)C(=O)OC(C)(C)C